1-[5-[6-(1-methylpyrazol-4-yl)pyrazolo[1,5-a]pyridin-4-yl]-3,3a,4,5,6,6a-hexahydro-1H-cyclopenta[c]pyrrol-2-yl]prop-2-en-1-one CN1N=CC(=C1)C=1C=C(C=2N(C1)N=CC2)C2CC1C(CN(C1)C(C=C)=O)C2